FC1=C(CCN2CCC3(OC4(CC4)CN(C3)CC(C)C)CC2)C=C(C=C1)F 8-(2,5-Difluorophenethyl)-12-isobutyl-4-oxa-8,12-diazadispiro[2.1.5.3]tridecan